OCCC(C1=CC=C(C=C1)C(F)(F)F)NC(=O)C1=CC2=C(CCC=3C=NC(=NC23)NC)S1 N-(3-hydroxy-1-(4-(trifluoromethyl)phenyl)propyl)-2-(methylamino)-5,6-dihydrothieno[2,3-h]quinazoline-8-carboxamide